N-(4-(1-benzyl-1H-pyrazol-4-yl)-1H-pyrrolo[2,3-b]pyridin-6-yl)cyclopropylcarboxamide C(C1=CC=CC=C1)N1N=CC(=C1)C1=C2C(=NC(=C1)NC(=O)C1CC1)NC=C2